Cl.ClC=1C=C(CCN2C[C@H](CCC2)N)C=C(C1OCC1CC1)Cl (S)-1-(3,5-dichloro-4-(cyclopropylmethoxy)phenethyl)piperidin-3-amine hydrochloride